methyl-N-piperazinyl-zinc dithiocarbamate C(N)(S)=S.C[Zn]N1CCNCC1